C(C)C1=C(C(=C(C(=C1)CC)O)C)C 4,6-diethyl-2,3-dimethylphenol